COC1=NC=CC=2N=CN=CC21 5-methoxyPyrido[4,3-d]pyrimidine